(S)-(+)-1-aminopropan-2-ol C[C@@H](CN)O